(S)-6-((1-methyl-3-oxoisoindolin-2-yl)methyl)benzo[d]oxazol-2(3H)-one C[C@@H]1N(C(C2=CC=CC=C12)=O)CC1=CC2=C(NC(O2)=O)C=C1